tert-butyl 2-(8-hydroxy imidazo[1,2-a]pyridin-5-yl)acetate OC=1C=2N(C(=CC1)CC(=O)OC(C)(C)C)C=CN2